ClC1=C(C=C(C(=C1)Cl)OC(C(F)F)(F)F)N1COCN(C1=O)[C@@H](C)C=1N(N=CN1)C1=NC=CC=N1 3-[2,4-dichloro-5-(1,1,2,2-tetrafluoroethoxy)phenyl]-5-[(1S)-1-(2-pyrimidin-2-yl-1,2,4-triazol-3-yl)ethyl]-1,3,5-oxadiazinan-4-one